(2S,5R)-6-[tert-butyl(dimethyl)silyl]oxy-3-methyl-7-oxo-N-[2-(5-oxopyrrolidin-2-yl)ethyl]-1,6-diazabicyclo[3.2.1]oct-3-ene-2-carboxamide [Si](C)(C)(C(C)(C)C)ON1[C@@H]2C=C([C@H](N(C1=O)C2)C(=O)NCCC2NC(CC2)=O)C